ClC1=CC=C(C2=CN(N=C12)C1OCCCC1)C(=O)N(C)OC 7-chloro-N-methoxy-N-methyl-2-(oxan-2-yl)indazole-4-carboxamide